C(C1=CC=CC=C1)N1CCC(CC1)NC(COC1=CC=C(C=C1)C(\C=C\C1=CC=CC=C1)=O)=O (E)-N-(1-benzylpiperidin-4-yl)-2-(4-(3-phenylpropenoyl)phenoxy)acetamide